ClC1=C(C=CC=C1)C1=NOC(=C1C(=O)OC)/C(=C/N(C)C)/C(C)=O methyl (Z)-3-(2-chlorophenyl)-5-[1-(dimethylamino)-3-oxobut-1-en-2-yl]-1,2-oxazole-4-carboxylate